1-[1-(2,6-dioxopiperidin-3-yl)indol-4-yl]piperidine-4-carbaldehyde O=C1NC(CCC1N1C=CC2=C(C=CC=C12)N1CCC(CC1)C=O)=O